2-Amino-9-[(2R,3R,4S,5R)-5-[(1S)-1,2-dihydroxyethyl]-3,4-dihydroxy-tetrahydro-furan-2-yl]-1H-purin-6-one NC=1NC(C=2N=CN(C2N1)[C@@H]1O[C@@H]([C@H]([C@H]1O)O)[C@H](CO)O)=O